α,α-difluoro-4-(1,1,2,2,2-pentafluoroethyl)-benzeneacetic acid FC(C(=O)O)(C1=CC=C(C=C1)C(C(F)(F)F)(F)F)F